2-(1H-1,2,4-triazol-1-yl)ethylamine hydrochloride Cl.N1(N=CN=C1)CCN